FC(C1=CC=C(S1)C(C(=O)OCC)C)(F)F ethyl 2-[5-(trifluoromethyl)-2-thienyl]propanoate